ClC=1C=C2C(NC(NC2=C(C1C1=C(C=C(C=C1)F)F)I)=O)=O 6-chloro-7-(2,4-difluorophenyl)-8-iodoquinazoline-2,4(1H,3H)-dione